3-cyclohexyl-aminopropanesulfonic acid C1(CCCCC1)CCC(S(=O)(=O)O)N